P(=O)(OC1=CC=CC=C1)(O)OCCCC phenyl hydrogen butyl phosphate